C1N(CCC2=CC=CC=C12)[C@H]1[C@@H](CN(CC1)C(=O)C1=CC(=NC(=N1)N(C)C)NC1CCN(CC1)C(C)=O)O trans-1-(4-((6-(4-(3,4-dihydroisoquinolin-2(1H)-yl)-3-hydroxypiperidine-1-carbonyl)-2-(dimethylamino)pyrimidin-4-yl)amino)piperidin-1-yl)ethan-1-one